CC1(C2C3C4C=CC(C3C(C1)C2)C4)C(=O)OC(C)(C)C 8-methyl-8-t-butoxycarbonyltetracyclo[4.4.0.12,5.17,10]dodec-3-ene